C[C@H]1N([C@H](CN(C1)C1=NC=C(N=C1)OC(F)(F)F)C)C(=O)OC1CC2(CN(C2)CC2=CC=CC=C2)C1 2-benzyl-2-azaspiro[3.3]heptan-6-yl (2R,6S)-2,6-dimethyl-4-[5-(trifluoromethoxy)pyrazin-2-yl]piperazine-1-carboxylate